CN1C(CN2C(CC1)=CC(=N2)NC=2N=CC1=C(N2)CN(CC1)C(=O)OC(C)(C)C)=O tert-butyl 2-({6-methyl-7-oxo-4H,5H,6H,7H,8H-pyrazolo[1,5-d][1,4]diazepin-2-yl}amino)-5H,6H,7H,8H-pyrido[3,4-d]pyrimidine-7-carboxylate